5-(4-cyclohexylbutoxy)-6-acetamido-N-carboxypropyl-isoindoline-1,3-dione C1(CCCCC1)CCCCOC=1C=C2C(N(C(C2=CC1NC(C)=O)=O)CCCC(=O)O)=O